ClC(C1=NC(=NO1)C1=CC(=C(CP(NC2=C(C=CC=C2)F)(=O)C)C=C1)F)(F)F P-(4-(5-(chlorodifluoromethyl)-1,2,4-oxadiazol-3-yl)-2-fluorobenzyl)-N-(2-fluorophenyl)-P-methylphosphinic amide